C(C)(C)(C)OC(=O)NC1(CC1)CCCOC1=NC=CC(=C1)N(C(OC(C)(C)C)=O)C1=CC(=NN1C(C)(C)C)[C@@H]1C[C@@H](CC1)O tert-butyl (2-(3-(1-((tert-butoxycarbonyl)amino)cyclopropyl)propoxy)pyridin-4-yl)(1-(tert-butyl)-3-((1S,3R)-3-hydroxycyclopentyl)-1H-pyrazol-5-yl)carbamate